3-(4-(2,3-dimethylpyridine-4-yl)phenyl)propionic acid CC1=NC=CC(=C1C)C1=CC=C(C=C1)CCC(=O)O